1-naphthyl salicylate (naphthylsalicylate) C1(=CC=CC2=CC=CC=C12)OC=1C(C(=O)O)=CC=CC1.C(C=1C(O)=CC=CC1)(=O)OC1=CC=CC2=CC=CC=C12